CC=1N(C2=C(N=NC=3C=CC=CC23)N1)[C@@H]1COCCC1 methyl-1-((S)-tetrahydro-2H-pyran-3-yl)-1H-imidazo[4,5-c]cinnolin